tert-butyl (4S)-4-isobutyl-4-methyl-1,2,3-oxathiazolidine-3-carboxylate C(C(C)C)[C@@]1(N(SOC1)C(=O)OC(C)(C)C)C